C(C=C)(=O)N1C[C@@H](N(C[C@H]1C)C1=NC(N2C3=C(C=C(C=C13)C(F)(F)F)S(C[C@H](C2)OC)C2=CC=C(C=C2)F)=O)C (S)-8-((2S,5R)-4-acryloyl-2,5-dimethylpiperazin-1-yl)-l-1-(4-fluorophenyl)-3-methoxy-10-(trifluoromethyl)-3,4-dihydro-2H,6H-[1,4]thiazepino[2,3,4-ij]quinazolin-6-one